3-(5-Oxo-5,7-dihydro-2H,6H-spiro[furo[2,3-f]isoindol-3,4'-piperidin]-6-yl)piperidine-2,6-dione O=C1N(CC=2C=C3C(=CC12)C1(CCNCC1)CO3)C3C(NC(CC3)=O)=O